(2-chlorophenyl)-N-[4-(2-oxo-2,3-dihydro-1H-naphtho[1,2-e][1,4]diazepin-5-yl)phenyl]methanesulfonamide ClC1=C(C=CC=C1)CS(=O)(=O)NC1=CC=C(C=C1)C=1C2=C(NC(CN1)=O)C1=CC=CC=C1C=C2